2-bromo-4-(methylsulfonyl)thiophene BrC=1SC=C(C1)S(=O)(=O)C